N-(thiophen-2-ylmethyl)-1H-pyrazol-4-amine S1C(=CC=C1)CNC=1C=NNC1